ClC=1C=C2C(=NC1OC)C(=C(N2)C2=NNC(=N2)Cl)C=2C=NNC2 6-chloro-2-(5-chloro-1H-1,2,4-triazol-3-yl)-5-methoxy-3-(1H-pyrazol-4-yl)-1H-pyrrolo[3,2-b]pyridine